FC=1C(=C(C=CC1)NC1=C(NC2=C1C(NCC2)=O)C2=C(C=NC=C2)OCC(C)(C)OC)OC 3-((3-fluoro-2-methoxyphenyl)amino)-2-(3-(2-methoxy-2-methylpropoxy)pyridin-4-yl)-1,5,6,7-tetrahydro-4H-pyrrolo[3,2-c]pyridin-4-one